(2R)-2-[3-[3-(4-chlorophenyl)-4-phenyl-4,5-dihydropyrazol-1-yl]-1-[(3,4-dimethoxyphenyl)methyl]-5-oxo-1,2,4-triazol-4-yl]propanamide ClC1=CC=C(C=C1)C1=NN(CC1C1=CC=CC=C1)C1=NN(C(N1[C@@H](C(=O)N)C)=O)CC1=CC(=C(C=C1)OC)OC